C(C)S(=O)(=O)NC1CCC2(CN(C2)C[C@H]2CN(CC2)C=2N=CN=NC2OC2=C(C(=O)N(C(C)C)C(C)C)C=C(C=C2)F)CC1 (S)-2-((5-(3-((7-(ethanesulfonamido)-2-azaspiro[3.5]nonan-2-yl)methyl)pyrrolidin-1-yl)-1,2,4-triazin-6-yl)oxy)-5-fluoro-N,N-diisopropylbenzamide